C(C(C)C)C1=CC=C(S1)OB(O)O (5-isobutyl-thiophene-2-yl)boric acid